2-FORMYLPIPERIDINE HCL Cl.C(=O)C1NCCCC1